Methyl 4-(4-(5-amino-3-((4-sulfamoylphenyl)amino)-1H-1,2,4-triazole-1-carboxamido)phenyl)picolinate NC1=NC(=NN1C(=O)NC1=CC=C(C=C1)C1=CC(=NC=C1)C(=O)OC)NC1=CC=C(C=C1)S(N)(=O)=O